tert-butyl (S)-3-(((S)-1-(4-(methoxycarbonyl)phenyl)ethyl)carbamoyl)-morpholine-4-carboxylate COC(=O)C1=CC=C(C=C1)[C@H](C)NC(=O)[C@H]1N(CCOC1)C(=O)OC(C)(C)C